4-methyl-3,4-dihydro-2H-1-naphthalenone CC1CCC(C2=CC=CC=C12)=O